trifluoromethyl-sulfonic acid phosphonium [PH4+].FC(F)(F)S(=O)(=O)O